C(C)(C)(C)OC(=O)N([C@H](CCO[Si](C1=CC=CC=C1)(C1=CC=CC=C1)C(C)(C)C)C(=O)OC)C methyl N-(tert-butoxycarbonyl)-O-(tert-butyldiphenylsilyl)-N-methyl-D-homoserinate